B(OC1=CC=C(C=C1)S(=O)(=O)C1CC1)([O-])[O-] (4-(cyclopropylsulfonyl) phenyl) borate